methyl 2-amino-4-bromothiophene-3-carboxylate NC=1SC=C(C1C(=O)OC)Br